FCC1C2CN(CC12)C(=O)OC(C)(C)C tert-butyl exo-6-(fluoromethyl)-3-azabicyclo[3.1.0]hexane-3-carboxylate